S(=O)(=O)(O)C1=CC=C(C)C=C1.NN1C2CCC(C1=O)C2 2-Amino-2-azabicyclo[2.2.1]heptan-3-one tosylate salt